O=C1NC(CCC1N1C(C2=CC=CC(=C2C1=O)NCCN1CCN(CC1)C1CCC(CC1)NC(OC(C)(C)C)=O)=O)=O tert-butyl ((1r,4r)-4-(4-(2-((2-(2,6-dioxopiperidin-3-yl)-1,3-dioxoisoindolin-4-yl)amino)ethyl)piperazin-1-yl)cyclohexyl)carbamate